C1(=CC=CC=C1)P([C-]1C(=CC=C1)C=1OC[C@@H](N1)C(C)C)C1=CC=CC=C1.[CH-]1C=CC=C1.[Fe+2] (S)-1-(diphenylphosphino)-2-[(S)-4-isopropyloxazoline-2-yl]ferrocene